FC1=C(C(=CC=C1)OC)C1=CC2=C(N(C=N2)C)C=C1C(=O)N 5-(2-fluoro-6-methoxyphenyl)-1-methyl-1H-benzo(d)imidazole-6-carboxamide